ClC1=NC=C(C(=C1)C1=C(C=NC(=C1)C)C(=O)NC=1SC2=C(N1)CN(C2)C(=O)C=2N=NC(=CC2)C(F)(F)F)OC 2'-chloro-5'-methoxy-6-methyl-N-(5-(6-(trifluoromethyl)pyridazine-3-carbonyl)-5,6-dihydro-4H-pyrrolo[3,4-d]thiazol-2-yl)-[4,4'-bipyridine]-3-carboxamide